2-(3,4-dihydro-4-oxo-1,2,3-benzotriazin-3-yl)-1,1,3,3-tetramethyluronium tetrafluoroborate F[B-](F)(F)F.O=C1N(N=NC2=C1C=CC=C2)OC(=[N+](C)C)N(C)C